tert-butyl (2S,6R)-4-[8-[(7-chloro-2-methyl-indazol-5-yl)carbamoyl]pyrido[3,4-b]pyrazin-5-yl]-2,6-dimethyl-piperazine-1-carboxylate ClC1=CC(=CC2=CN(N=C12)C)NC(=O)C1=CN=C(C2=NC=CN=C21)N2C[C@@H](N([C@@H](C2)C)C(=O)OC(C)(C)C)C